OCC(CO)CCCC(CO)CO 2,6-dihydroxymethyl-1,7-heptanediol